COC1=CC=C(CN(C2=CC=CC(=N2)C=2CCN(CC2)C=2C=C(C=CC2)C)CC2=CC=C(C=C2)OC)C=C1 6-(bis(4-methoxybenzyl)amino)-1'-(m-tolyl)-1',2',3',6'-tetrahydro-[2,4'-bipyridine]